P(=O)(OC1=CC(=CC=C1)C#N)([O-])[O-] 3-cyanophenyl phosphate